[N+](=O)([O-])C1=C(N)C(=CC(=C1)F)C 2-nitro-4-fluoro-6-methylaniline